2-iodo-D-tyrosine IC1=C(C[C@@H](N)C(=O)O)C=CC(=C1)O